1-(3-(hydroxymethyl)-2-methoxy-5-(trifluoromethoxy)phenyl)-3-(2-(1-methyl-1H-imidazo[1,2-b]pyrazole-7-carbonyl)-2-azaspiro[3.3]heptan-6-yl)urea OCC=1C(=C(C=C(C1)OC(F)(F)F)NC(=O)NC1CC2(CN(C2)C(=O)C2=C3N(N=C2)C=CN3C)C1)OC